N1=C2N(C=C1C(=O)N)CCC2 6,7-dihydro-5H-pyrrolo[1,2-a]Imidazole-2-carboxamide